tert-butyl 6-(8-(benzo[d]thiazol-2-ylcarbamoyl)-3,4-dihydroisoquinolin-2(1H)-yl)-3-(3-(3-((2R,4R)-1-(2-ethoxy-2-oxoethyl)-2-methylpiperidin-4-yl)propoxy)-2-methylphenyl)picolinate S1C(=NC2=C1C=CC=C2)NC(=O)C=2C=CC=C1CCN(CC21)C2=CC=C(C(=N2)C(=O)OC(C)(C)C)C2=C(C(=CC=C2)OCCC[C@H]2C[C@H](N(CC2)CC(=O)OCC)C)C